8-(2-fluorophenyl)-N,N-dimethyl-6,8-dihydro-5H-[1,2,4]triazolo[5,1-c][1,4]oxazine-2-carboxamide FC1=C(C=CC=C1)C1OCCN2C1=NC(=N2)C(=O)N(C)C